Tert-butyl (S)-5-(2-(4-(5-chloro-2-(1H-tetrazol-1-yl) phenyl)-2,3-dioxopiperazin-1-yl)-3-phenylpropionamido)-1H-benzo[d]imidazole-2-carboxylate ClC=1C=CC(=C(C1)N1C(C(N(CC1)[C@H](C(=O)NC1=CC2=C(NC(=N2)C(=O)OC(C)(C)C)C=C1)CC1=CC=CC=C1)=O)=O)N1N=NN=C1